(R/S)-4-(3-(2-bromophenyl)piperazin-1-yl)-6-cyclopropylpyrimidin-2-amine BrC1=C(C=CC=C1)[C@@H]1CN(CCN1)C1=NC(=NC(=C1)C1CC1)N |r|